CC(C)C[C@H](C(=O)O)NC(=O)C The molecule is the N-acetyl derivative of D-leucine. It is a N-acetyl-D-amino acid and a D-leucine derivative. It is a conjugate acid of a N-acetyl-D-leucinate. It is an enantiomer of a N-acetyl-L-leucine.